[Br-].O1C(OCC1)CC1=C(C=CC=C1)P(C1=CC=CC=C1)C1=CC=CC=C1 ((1,3-dioxolan-2-yl)methyl)triphenyl-phosphine bromide